FCC=CC(=O)O 4-fluorobutenoic acid